COC(C)(C)NC1=CC=C(C=C1)C(F)(F)F (R)-2-methoxy-N-(4-(trifluoromethyl)phenyl)propane-2-amine